FC=1C=C(C(=NC1)C1(C=C(C(C(C1)(C)C)=O)C#N)OC)C=1C=NN2C1C=CC=C2 3-[5-fluoro-3-(pyrazolo[1,5-a]pyridin-3-yl)pyridin-2-yl]-3-methoxy-5,5-dimethyl-6-oxocyclohex-1-ene-1-carbonitrile